3-(4-((6-(2-fluorophenoxy)pyridin-3-yl)methyl)isoxazol-5-yl)pyridin-2-amine FC1=C(OC2=CC=C(C=N2)CC=2C=NOC2C=2C(=NC=CC2)N)C=CC=C1